(6-ethyl-5-{4-[(5-hydroxy-6-methyl-4-pyrimidinyl)carbonyl]-1-piperazinyl}-4-oxo-2-(6-quinazolinyl)-1,3,3a,7-tetraaza-7-indenyl)acetamide C(C)C1=C(C(N2N=C(N=C2N1CC(=O)N)C=1C=C2C=NC=NC2=CC1)=O)N1CCN(CC1)C(=O)C1=NC=NC(=C1O)C